ClC=1C(=NC(=NC1)NC1=CC(=C(C=C1)N(C)CCN(C)C)[N+](=O)[O-])C1=CNC2=C(C=CC=C12)C N4-(5-chloro-4-(7-methyl-1H-indol-3-yl)pyrimidin-2-yl)-N1-(2-(dimethylamino)ethyl)-N1-methyl-2-nitrobenzene-1,4-diamine